Cl.ClCC1=NC=CC(=C1)C1=CC(=C(C(=O)N)C=C1)C 4-[2-(chloromethyl)pyridin-4-yl]-2-methylbenzamide hydrochloride